N(=O)SC([C@H](N)C(=O)O)(C)C S-nitroso-penicillamine